4-p-methylbenzylidene-2,6-di-t-butylcyclohex-2,5-dien-1-one CC1=CC=C(C=C2C=C(C(C(=C2)C(C)(C)C)=O)C(C)(C)C)C=C1